Tert-butyl 4-(6-(5-amino-6-methoxypyridin-3-yl)pyrido[3,2-d]pyrimidin-4-yl)-3,6-dihydropyridine-1(2H)carboxylate NC=1C=C(C=NC1OC)C=1C=CC=2N=CN=C(C2N1)C=1CCN(CC1)C(=O)OC(C)(C)C